1H-pyrido[3,2,1-kl]phenothiazine C1C=CC=2C=CC=C3SC=4C=CC=CC4N1C23